C1CC12CCN(CC2)C2=C(C(=O)NC1=NC(=CC=C1)OCCC(F)(F)F)C=CC(=C2)S(=O)(=N)C2CC2 2-(6-Azaspiro[2.5]octan-6-yl)-4-(S-cyclopropylsulfonimidoyl)-N-(6-(3,3,3-trifluoropropoxy)-2-pyridinyl)benzamide